2,2,3,3,4,4,5,6,6,6-decafluoro-5-(trifluoromethyl)-1-hexanol FC(CO)(C(C(C(C(F)(F)F)(C(F)(F)F)F)(F)F)(F)F)F